methacrylamidopropyl-bis(trimethylsiloxy)silanol C(C(=C)C)(=O)NCCC[Si](O)(O[Si](C)(C)C)O[Si](C)(C)C